ClC1=CC=C(C=C1)C1(CN(CC1)C(=O)OCC1=CC=CC=C1)N(C=O)CC(C1=CC=C(C=C1)OC(F)(F)F)=O benzyl 3-(4-chlorophenyl)-3-(N-(2-oxo-2-(4-(trifluoromethoxy)phenyl)ethyl)formamido)pyrrolidine-1-carboxylate